N-(5-(4-chloro-1H-pyrrolo[2,3-b]pyridin-5-yl)pyrazolo[1,5-a]pyridin-2-yl)cyclopropanecarboxamide ClC1=C2C(=NC=C1C1=CC=3N(C=C1)N=C(C3)NC(=O)C3CC3)NC=C2